4-{3-(cyanomethyl)-3-[4-(7H-pyrrolo[2,3-d]pyrimidin-4-yl)-1H-pyrazol-1-yl]azetidin-1-yl}-N-(2-methylphenyl)piperidine-1-carboxamide C(#N)CC1(CN(C1)C1CCN(CC1)C(=O)NC1=C(C=CC=C1)C)N1N=CC(=C1)C=1C2=C(N=CN1)NC=C2